(1S,3aS,6aR)-Benzyl 1-((6-bromopyridin-2-yl)carbamoyl)hexahydrocyclopenta[c]pyrrole-2(1H)-carboxylate BrC1=CC=CC(=N1)NC(=O)[C@H]1N(C[C@@H]2[C@H]1CCC2)C(=O)OCC2=CC=CC=C2